4-(dimethylamino)-1-(3-isobutyryl-3,6-diazabicyclo[3.1.1]heptan-6-yl)but-2-en-1-one CN(CC=CC(=O)N1C2CN(CC1C2)C(C(C)C)=O)C